FC=1C=C(C=CC1OC)\C(=C/C(=O)OCC)\C=1N=C(SC1)C#CCC(C)O ethyl (E)-3-(3-fluoro-4-methoxyphenyl)-3-(2-(4-hydroxypent-1-yn-1-yl)thiazol-4-yl)acrylate